(R)-8-(2-fluoro-4-(trifluoromethyl)phenyl)-2,3-dimethyl-6-(2-(1-methyl-1H-pyrazol-4-yl)morpholino)pyrimido[5,4-d]pyrimidin-4(3H)-one FC1=C(C=CC(=C1)C(F)(F)F)C1=NC(=NC2=C1N=C(N(C2=O)C)C)N2C[C@H](OCC2)C=2C=NN(C2)C